((1S,2R,4R)-2-(4-((4-([1,2,4]triazolo[1,5-a]pyridin-7-yloxy)-3-methylphenyl)amino)pyrido[3,2-d]pyrimidin-6-yl)-7-azabicyclo[2.2.1]heptan-7-yl)prop-2-en-1-one N=1C=NN2C1C=C(C=C2)OC2=C(C=C(C=C2)NC=2C1=C(N=CN2)C=CC(=N1)[C@H]1[C@@H]2CC[C@H](C1)N2C(C=C)=O)C